4-Acrylamido-6-methyl-2-(6-(1-methyl-1H-pyrazol-4-yl)pyridin-3-yl)-4H-chromen C(C=C)(=O)NC1C=C(OC2=CC=C(C=C12)C)C=1C=NC(=CC1)C=1C=NN(C1)C